C(C1=CC=CC=C1)(=O)C1=C(C=CC(=C1)Cl)C=1N(C=CN1)C(=O)N (2-benzoyl-4-chlorophenyl)-1H-imidazole-1-carboxamide